OC[C@H]1N(C/C(/C1)=C/C1=CCC2(CC2)CC1)C(=O)OC(C)(C)C tert-butyl (S,E)-2-(hydroxymethyl)-4-(spiro[2.5]oct-5-en-6-ylmethylene)pyrrolidine-1-carboxylate